C1(CCCCC1)C1=NC2=CC=C(C=C2C(N1)=O)I 2-cyclohexyl-6-iodoquinazolin-4(3H)-one